C(C)(C)[C@@H]1C(N(C(N1C=1N=C2N(CCOC3=C2C=CC(=C3)N3[C@@H](CCC3)C(=O)N)C1)=O)C1=CC=CC=C1)=O (S)-1-(2-((R)-5-isopropyl-2,4-dioxo-3-phenylimidazolidine-1-yl)-5,6-dihydrobenzo[f]imidazo[1,2-d][1,4]oxazepin-9-yl)pyrrolidine-2-carboxamide